ClC=1C(=C(C(=C(C#N)C1F)C1=CC=CC2=C1[C@@H](C(O2)(C2=CC=CC=C2)CNC2CCC(CC2)(C)O)C)F)OC[C@H](C)O (2S,3S,4S)-5-chloro-6-fluoro-2-(((((trans)-4-hydroxy-4-methylcyclohexyl)amino)methyl)-3-methyl-2-phenyl-2,3-dihydrobenzofuran-4-yl)-3-fluoro-4-((S)-2-hydroxypropoxy)benzonitrile